3-(2-fluoroethyl)-N-methyl-5-[(2S,6R)-2-(1-cyclopropylpyrazol-4-yl)-6-methyl-morpholin-4-yl]thiazolo[4,5-d]pyrimidin-2-imine FCCN1C(SC2=C1N=C(N=C2)N2C[C@@H](O[C@@H](C2)C)C=2C=NN(C2)C2CC2)=NC